8-(3-Fluoro-2-methylphenyl)-9-(4-((1-(3-fluoropropyl)azetidin-3-yliden)methyl)phenyl)-6,7-dihydro-5H-benzo[7]annulen FC=1C(=C(C=CC1)C=1CCCC2=C(C1C1=CC=C(C=C1)C=C1CN(C1)CCCF)C=CC=C2)C